NC1=C(C=C(C=N1)NC(C(=O)N1[C@@H](CC[C@H](C1)C)C=1SC=CC1)=O)C |o1:12,15| rel-N-(6-amino-5-methylpyridin-3-yl)-2-((2S,5R)-5-methyl-2-(thiophen-2-yl)piperidin-1-yl)-2-oxoacetamide